ClC1=NC=C(C2=CC=C(C=C12)O[C@@H](C(=O)N1CCOCC1)C)C1=C(C=CC=C1)C (R)-2-((1-chloro-4-(o-tolyl)isoquinolin-7-yl)oxy)-1-morpholinopropan-1-one